(4R)-4-[3-Oxo-3-[3-[[3-(trifluoromethylsulfonyl)phenyl]methoxy]azetidin-1-yl]propyl]oxazolidin-2-one O=C(CC[C@H]1NC(OC1)=O)N1CC(C1)OCC1=CC(=CC=C1)S(=O)(=O)C(F)(F)F